2-(2-methoxy-5-(2-methyl-4-oxo-3,4-dihydroquinazolin-6-yl)phenyl)-N,N-dimethylacetamide COC1=C(C=C(C=C1)C=1C=C2C(NC(=NC2=CC1)C)=O)CC(=O)N(C)C